(2,6-lutidin-4-yl)-N-ethyl-5-(ethylamino)-7-phenylimidazo[1,2-c]pyrimidine-2-carboxamide N1=C(C=C(C=C1C)C1=C(N=C2N1C(=NC(=C2)C2=CC=CC=C2)NCC)C(=O)NCC)C